C[C@@H]1CC(NCC1)C(=O)O (1S,4S)-4-methylpiperidine-2-carboxylic acid